nickel 1-allylpyrrolidine-2-carboxylate C(C=C)N1C(CCC1)C(=O)[O-].[Ni+2].C(C=C)N1C(CCC1)C(=O)[O-]